N-[(2-methylpyridin-4-yl)methyl]-1-(pyridin-3-yl)piperidin-3-amine CC1=NC=CC(=C1)CNC1CN(CCC1)C=1C=NC=CC1